C(=O)C=1C=C2NC=C(C[C@H](N)C(=O)O)C2=CC1 6-formyl-L-tryptophan